COC(=O)C=1C(=CC=C2C(=CC=NC12)NC=1N=CSC1C(NC=1SC2=C(N1)C=CC=C2)=O)C=2C=NN(C2C)CC21CC3CC(CC(C2)C3)C1 7-(1-(adamantan-1-ylmethyl)-5-methyl-1H-pyrazol-4-yl)-4-((5-(benzo[d]thiazol-2-ylcarbamoyl)thiazol-4-yl)amino)quinoline-8-carboxylic acid methyl ester